phenylhydrazine HCl salt Cl.C1(=CC=CC=C1)NN